F[Bi](F)(F)F.[Li] lithium tetrafluorobismuth